CCCCC=C hexene